C(CCCC\C=C/CCCCCCCCCO)O Cis-hexadec-6-ene-1,16-diol